N1C(=NC=C1)NC1=CC2=C(C(=N1)C=1CCN(CC1)C(C=C)=O)C=CN2C 1-(4-(6-((1H-imidazol-2-yl)amino)-1-methyl-1H-pyrrolo[3,2-c]pyridin-4-yl)-3,6-dihydropyridin-1(2H)-yl)prop-2-en-1-one